FC1=C(NC=2C3=C(N=CN2)C=CC(=N3)N3[C@@H]2CN([C@H](C3)C2)C(=O)OC(C)(C)C)C=CC(=C1C#C[Si](C)(C)C)OCC1COC1 tert-Butyl (1S,4S)-5-[4-[2-fluoro-4-(oxetan-3-ylmethoxy)-3-(2-trimethylsilylethynyl)anilino]pyrido[3,2-d]pyrimidin-6-yl]-2,5-diazabicyclo[2.2.1]heptane-2-carboxylate